COCC[S@@](=O)C1=C(C=2C(=NC(=CC2C2=CC=NN2C)C2=CC=C3C=NC=NC3=C2)S1)N 2-[(R)-2-methoxyethanesulfinyl]-4-(1-methyl-1H-pyrazol-5-yl)-6-(quinazolin-7-yl)thieno[2,3-b]pyridin-3-amine